C(CCCCCCCCCCCCC)N1C(=C(C(C2=CC=C(C=C12)OCC=C)=O)OCC=C)C1=CC(=C(C=C1)OCC=C)OCC=C N-tetradecyl-2-(3,4-di-(2-propen-1-yloxy)-phenyl)-3,7-di-(2-propen-1-yloxy)-quinolin-4-one